2-(1-benzyl-4-hydroxypiperidin-4-yl)-4,4,4-trifluorobutanehydrazide C(C1=CC=CC=C1)N1CCC(CC1)(O)C(C(=O)NN)CC(F)(F)F